(R)-2-[(2s,5s,8s,11s)-4,7,10-tri-((R)-1-carboxyethyl)-2,5,8,11-tetramethyl-1,4,7,10-tetraazacyclododecan-1-yl]propionic acid C(=O)(O)[C@@H](C)N1C[C@@H](N(C[C@@H](N(C[C@@H](N(C[C@@H]1C)[C@H](C)C(=O)O)C)[C@H](C)C(=O)O)C)[C@@H](C(=O)O)C)C